6,12-dibromo-13-methyl-2-(oxiran-2-ylmethyl)-9-oxa-2,4-diazatricyclo[8.4.0.0^{3,8}]tetradeca-1(10),3(8),4,6,11,13-hexaene BrC=1C=NC=2N(C=3C=C(C(=CC3OC2C1)Br)C)CC1OC1